C(C)(C)(C)OC(=O)N1CCC(CC1)(C(=O)O)OC1=C(C=CC=C1)Cl 1-[(tert-butoxy)carbonyl]-4-(2-chlorophenoxy)piperidine-4-carboxylic acid